N-(2-methyl-8-(propan-2-yl)imidazo[1,2-b]pyridazin-7-yl)-N'-(2-(trifluoromethyl)pyridin-4-yl)urea CC=1N=C2N(N=CC(=C2C(C)C)NC(=O)NC2=CC(=NC=C2)C(F)(F)F)C1